C1=2C=3C=CC(=CC3OC2C=CC=C1)S(=O)(=O)NC1=C(C=CC=C1)C#CC=1C=CC(=NC1)C(=O)O 5-[2-(2-{8-oxatricyclo[7.4.0.02,7]trideca-1(9),2(7),3,5,10,12-hexaene-5-sulfonamido}phenyl)ethynyl]pyridine-2-carboxylic acid